NC1C[C@H](N(C(C1)C)C)C(=O)NCC\C=C\C1=C2C=C(C=NC2=CC=C1OCC1=CC=CC=C1)Br (2S)-4-amino-N-((E)-4-(6-(benzyloxy)-3-bromoquinoline-5-yl)buta-3-en-1-yl)-1,6-dimethylpiperidine-2-Carboxamide